C(C)(C)(C)OC(NC=1C=NC(=CC1)C(NC)=O)=O N-[6-(methylcarbamoyl)-3-pyridinyl]carbamic acid tert-butyl ester